Hexa-pyrrolidin-1-yl-2λ5,4λ5,6λ5-cyclotriphosphazene N1(CCCC1)P1(=NP(=NP(=N1)(N1CCCC1)N1CCCC1)(N1CCCC1)N1CCCC1)N1CCCC1